1,3-Dimethyl-5-[4-((R)-1-pyrrolidin-1-yl-ethyl)-phenyl]-1H-pyridin-2-one CN1C(C(=CC(=C1)C1=CC=C(C=C1)[C@@H](C)N1CCCC1)C)=O